C(=O)(O)C[N+]1(CCC(CC1)CNC(C1=C(C=C(C=C1)NC=1C=2N(C=CN1)C(=CN2)C2=C(C(=C(C=C2)C=2C(=NNC2)C)F)F)CC)=O)CC(=O)O 2-[1-(carboxymethyl)-4-[[[4-[[3-[2,3-difluoro-4-(3-methyl-1H-pyrazol-4-yl)phenyl]imidazo[1,2-a]pyrazin-8-yl]amino]-2-ethyl-benzoyl]amino]methyl]piperidin-1-ium-1-yl]acetic acid